CN(C)CC1=CC=C(C=C1)S(=O)(=O)NC(CC1=C(C=C(C=C1C(C)C)C1=CCCN(C1)C(=O)OC(C)(C)C)C(C)C)=O tert-butyl 5-[4-[2-[[4-[(dimethylamino)methyl]phenyl]sulfonylamino]-2-oxoethyl]-3,5-di(propan-2-yl)phenyl]-3,6-dihydro-2H-pyridine-1-carboxylate